(1S)-1-(trifluoromethyl)propylamine FC([C@H](CC)N)(F)F